(Z)-2-(4-chloro-3-nitrobenzylidene)-6-((2,6-difluorobenzyl)sulfonyl)-2H-benzo[b][1,4]thiazin-3(4H)-one ClC1=C(C=C(\C=C/2\C(NC3=C(S2)C=CC(=C3)S(=O)(=O)CC3=C(C=CC=C3F)F)=O)C=C1)[N+](=O)[O-]